BrCCC(C)(O)C 4-bromo-2-methylbutan-2-ol